COC=1C(=CC2=C(C3CC(CC2CC(C3)=C)=C)C1)OC 2,3-dimethoxy-7,11-dimethylene-6,7,8,9-tetrahydro-5H-5,9-propanobenzo[7]annulene